methyl 2-(1-(2-Chloropyrimidin-4-yl) piperidin-4-yl)-2-methylpropionate ClC1=NC=CC(=N1)N1CCC(CC1)C(C(=O)OC)(C)C